COCC[N+]1(CC=CC=C1)C 1-(2-methoxyethyl)-1-methylpyridinium